5-phenylpyridazin-3-one hydrochloride Cl.C1(=CC=CC=C1)C1=CC(NN=C1)=O